C(C)(=O)[O-].[Fe+3].C(C)(=O)[O-].C(C)(=O)[O-] iron(III) acetate